C1(CC1)N1C=C(C2=CC=CC=C12)C1=NC(=NC=C1C=1OC=CN1)NC=1C(=CC(=C(C1)NC(C=C)=O)N1CCC(CC1)N(C)C)OC N-(5-((4-(1-Cyclopropyl-1H-indol-3-yl)-5-(oxazol-2-yl)pyrimidin-2-yl)amino)-2-(4-(dimethylamino)piperidin-1-yl)-4-methoxyphenyl)acrylamide